NC=1N=NC(=CC1N1N=CC(=C1)N1CCC(CC1)N1C[C@H](CCC1)C1=CC=CC=2N(CCOC21)[C@H]2C(NC(CC2)=O)=O)C2=C(C=CC=C2)O (3R)-3-[8-[(3R)-1-[1-[1-[3-amino-6-(2-hydroxyphenyl)pyridazin-4-yl]pyrazol-4-yl]-4-piperidyl]-3-piperidyl]-2,3-dihydro-1,4-benzoxazin-4-yl]piperidine-2,6-dione